N1,N1-dimethyl-N4-(pyrazino[1',2':1,5]pyrazolo[4,3-c][2,6]naphthyridin-5-yl)benzene-1,4-diamine CN(C1=CC=C(C=C1)NC1=NC=2C(C3=CN=CC=C13)=NN1C2C=NC=C1)C